(S)-tert-butyl (5-((4-chloro-3-nitro-6-(1H-pyrazol-1-yl)pyridin-2-yl)amino)-2,3-dihydro-1H-inden-1-yl)carbamate ClC1=C(C(=NC(=C1)N1N=CC=C1)NC=1C=C2CC[C@@H](C2=CC1)NC(OC(C)(C)C)=O)[N+](=O)[O-]